ClC=1C(=NC(=NC1)NC1=CC=C(C=C1)N=S(=O)(C)C)N1C=CC2=C(C=CC=C12)NC(C=C)=O N-[1-[5-Chloro-2-[4-[[dimethyl(oxo)-λ6-sulfanylidene]amino]anilino]-pyrimidin-4-yl]indol-4-yl]prop-2-enamide